[Bi].[Pb].[Cr] chromium-lead-bismuth